oxalic acid 4,4-difluoro-1-methylcyclohexyl methyl ester COC(C(=O)OC1(CCC(CC1)(F)F)C)=O